{2-[(5-bromo-6-chloro-2-cyclobutoxy-1H-1,3-benzimidazol-1-yl)methoxy]ethyl}tris(methyl)silane BrC1=CC2=C(N(C(=N2)OC2CCC2)COCC[Si](C)(C)C)C=C1Cl